C(C)OC(CC(CC1CCN(CC1)C(=O)OC(C)(C)C)C1=CC(=CC=C1)C(F)(F)F)=O tert-butyl 4-(4-ethoxy-4-oxo-2-(3-(trifluoromethyl)phenyl)butyl)-piperidine-1-carboxylate